2-methyl-N-(5-triisopropylsilylpent-4-ynyl)propane-2-sulfinamide CC(C)(C)S(=O)NCCCC#C[Si](C(C)C)(C(C)C)C(C)C